OC1=C(C=C(C(=C1)O)C(C)C)C1=NN=C(N1C1=CC=C(CN2CCC(CC2)C(=O)O)C=C1)O (4-(3-(2,4-dihydroxy-5-isopropylphenyl)-5-hydroxy-4H-1,2,4-triazol-4-yl)benzyl)piperidine-4-carboxylic acid